2-CHLORO-3,5-DIMETHYLBENZALDEHYDE ClC1=C(C=O)C=C(C=C1C)C